C1(CC1)N1N=NN=C1SCC(=O)N1CCN(CC1)CC1=CC=C(C=C1)C(C)C 2-(1-cyclopropyltetrazol-5-yl)sulfanyl-1-[4-[(4-propan-2-ylphenyl)methyl]piperazin-1-yl]ethanone